nonyl 8-bromooctanoate BrCCCCCCCC(=O)OCCCCCCCCC